methyl 5-methylene-2-oxo-3-(prop-2-yn-1-yl)tetrahydrofuran-3-carboxylate C=C1CC(C(O1)=O)(C(=O)OC)CC#C